6-bromo-5,8-dimethyl-2-(methylamino)pyrido[2,3-d]pyrimidin-7-one BrC1=C(C2=C(N=C(N=C2)NC)N(C1=O)C)C